C(C)(C)(C)C1=CC=C(C=C1)N(C(=O)[C@@H]1N(C(CC1)(C)C)C#N)C(C(=O)NC1CCCCC1)C=1C=NC=CC1 (2R)-N-(4-tert-butylphenyl)-1-cyano-N-[2-(cyclohexylamino)-2-oxo-1-(3-pyridyl)ethyl]-5,5-dimethyl-pyrrolidine-2-carboxamide